C(CCC)OB(OCCCC)OCCCC tri-n-butyl-boric acid